tert-butyl (R)-(5-(5-ethyl-1,3,4-oxadiazol-2-yl)-2,3-dihydro-1H-inden-1-yl)carbamate C(C)C1=NN=C(O1)C=1C=C2CC[C@H](C2=CC1)NC(OC(C)(C)C)=O